C[C@@H]1N([C@H](CC2=C(C1)C(C1=CC=CC=C1C2=O)=O)C)C(=O)[O-] trans-2,4-dimethyl-6,11-dioxo-1,2,4,5,6,11-hexahydro-3H-naphtho[2,3-d]azepine-3-carboxylate